COC=1C=CC=2C(C3=CC=C(C=C3SC2C1)OC)=O 3,6-dimethoxythioxanthone